NC=1C(=CC2=C(CC(O2)(C)CO)C1)N1CCC(CC1)CO (1-(5-amino-2-(hydroxymethyl)-2-methyl-2,3-dihydrobenzofuran-6-yl)piperidin-4-yl)methanol